5-fluoro-N-(2-morpholinothiazolo[4,5-b]pyridin-6-yl)benzamide FC=1C=CC=C(C(=O)NC=2C=C3C(=NC2)N=C(S3)N3CCOCC3)C1